C(C)(C)(C)N1CCC(CC1)N1C2=C(N(C(C1=O)=O)C)C=CC(=N2)OC Tert-Butyl-4-(6-methoxy-1-methyl-2,3-dioxo-2,3-dihydropyrido[2,3-b]pyrazin-4(1H)-yl)piperidine